octyl-decane C(CCCCCCC)CCCCCCCCCC